C1(CCCC1)N1C(C(N(C=2C=NC(=NC12)NC1=C(C=C(C(=O)NC2CCN(CC2)CCOCCC2CCN(CC2)C(=O)OC(C)(C)C)C=C1)OC)C)=O)CC tert-butyl 4-[2-[2-[4-[[4-[(8-cyclopentyl-7-ethyl-5-methyl-6-oxo-7H-pteridin-2-yl) amino]-3-methoxy-benzoyl]amino]-1-piperidyl]ethoxy]ethyl]piperidine-1-carboxylate